ClC=1C(=NC(=NC1)N1C(C(NCC1)C)C)N1CC(C1)C(=O)NC(C)(C)C1=CN=C2N1C=CC=C2 1-(5-chloro-2-(2,3-dimethylpiperazin-1-yl)pyrimidin-4-yl)-N-(2-(imidazo[1,2-a]pyridin-3-yl)propan-2-yl)azetidine-3-carboxamide